O[C@@H]1[C@H](O)[C@@H](O)[C@H](O[C@H]2[C@H](O)[C@@H](O)[C@@H](O)[C@H](O2)CO)[C@H](O1)CO alpha-lactose